O1C(OCC1)C1CCN(CC1)C1=NC=C(C(=N1)NC1=CC=2C3=C(C(N(C2C=C1)C)=O)OCC([C@@H](N3)C3CC3)(F)F)Cl (S)-10-((2-(4-(1,3-dioxolan-2-yl)piperidin-1-yl)-5-chloropyrimidin-4-yl)amino)-2-cyclopropyl-3,3-difluoro-7-methyl-1,2,3,4-tetrahydro-[1,4]oxazepino[2,3-c]quinolin-6(7H)-one